OCC1CCC(CC1)C(=O)N1OCC[C@H]1C=1C=NC=C(C#N)C1 5-((S)-2-((1r,4S)-4-(hydroxymethyl)cyclohexane-1-carbonyl)isoxazolidin-3-yl)nicotinonitrile